C(#N)C=1C=C(C=CC1)NC(=O)C=1OC2=C(C1)C(=CC=C2)N2CCN(CC2)S(=O)(=O)C2=C(C=CC=C2Cl)Cl N-(3-cyanophenyl)-4-(4-((2,6-dichlorophenyl)sulfonyl)piperazin-1-yl)benzofuran-2-carboxamide